C(C)(C)(C)OC(=O)NC[C@@]1(OC2=C(C1)C(=C(C(=C2)F)Cl)C2=C(C(=O)O)C=CC(=C2F)OCCOC2OCCCC2)C2=CC=CC=C2 2-((2S,4S)-2-(((tert-butoxycarbonyl)amino)methyl)-5-chloro-6-fluoro-2-phenyl-2,3-dihydrobenzofuran-4-yl)-3-fluoro-4-(2-((tetrahydro-2H-pyran-2-yl)oxy)ethoxy)benzoic acid